CN1N=CC(=C1)C=1C=CC=2N(C1)N=CC2N2CCN(CC2)C2=NC=C(C=N2)CC2=NOC=N2 3-((2-(4-(6-(1-methyl-1H-pyrazol-4-yl)pyrazolo[1,5-a]pyridin-3-yl)piperazin-1-yl)pyrimidin-5-yl)methyl)-1,2,4-oxadiazole